4'-fluoro-2-methoxy-5-(1-methyl-1H-pyrazol-3-yl)-[1,1'-biphenyl]-4-amine FC1=CC=C(C=C1)C1=C(C=C(C(=C1)C1=NN(C=C1)C)N)OC